N1C=CC2=CC=C(C=C12)O indole-6-ol